IC=1C=CC=2N(C1)C=NC2C(=O)O 6-iodoimidazo[1,5-a]pyridine-1-carboxylic acid